CC(C#C)(C)N1C(N(CC1)C)=O 1-(1,1-Dimethyl-prop-2-ynyl)-3-methyl-imidazolidin-2-one